FC1=C(C=C2CC(NCC2=C1)C(=O)OC)OC methyl 7-fluoro-6-methoxy-1,2,3,4-tetrahydroisoquinoline-3-carboxylate